C1(=CC=CC=C1)C1=C(C2=C([Se]C3=C2C=CC=C3)C=C1)C1=C(C=CC=C1)C1=CC=CC=C1 (phenyldibenzoselenophenyl)biphenyl